C(C1=CC=CC=C1)SC=1C=CC=2N(C1)C(=NC2Br)C=2SC(=NN2)C(F)F 2-(6-(benzylthio)-1-bromoimidazo[1,5-a]pyridin-3-yl)-5-(difluoromethyl)-1,3,4-thidiazole